5-(6-methoxy-5-phenoxypyridin-2-yl)-7-methyl-6-((1-(1-(vinylsulfonyl)piperidin-4-yl)azetidin-3-yl)ethynyl)-7H-pyrrolo[2,3-d]pyrimidin-4-amine COC1=C(C=CC(=N1)C1=C(N(C=2N=CN=C(C21)N)C)C#CC2CN(C2)C2CCN(CC2)S(=O)(=O)C=C)OC2=CC=CC=C2